C(C)C1=NNC=2CN(CCC21)C(=O)OC(C)(C)C tert-butyl 3-ethyl-1,4,5,7-tetrahydro-6H-pyrazolo[3,4-c]pyridine-6-carboxylate